C(C)(C)OC1=NC(=NC(=C1)C1NC2=C(CCC1)C=CC=C2)N 4-Isopropoxy-6-(1,3,4,5-tetrahydro-2H-benzazepin-2-yl)pyrimidin-2-amine